C1(CCCCC1)C1=CC=C(C=C1)[I+]C1=CC=CC=C1 (4-cyclohexylphenyl)-phenyliodonium